CC1(CC(C1)N)OC=1C=2N(C=C(N1)C=1C=NN(C1)C(F)(F)F)N=CC2C 3-methyl-3-((3-methyl-6-(1-(trifluoromethyl)-1H-pyrazol-4-yl)pyrazolo[1,5-a]pyrazin-4-yl)oxy)cyclobutan-1-amine